(S)-2-(4-(6-((4-cyano-2-fluorobenzyl)oxy)pyridin-2-yl)-2,5-difluorobenzyl)-1-((oxetane-2-yl)methyl)-3-oxo-2,3-dihydro-1H-indazole-6-carboxylic acid C(#N)C1=CC(=C(COC2=CC=CC(=N2)C2=CC(=C(CN3N(C4=CC(=CC=C4C3=O)C(=O)O)C[C@H]3OCC3)C=C2F)F)C=C1)F